Methyl 2-((2R,3E,7Z,10S,12S,13E)-2-methoxy-12-(methoxymethoxy)-11,11-dimethyl-10-((triethylsilyl)oxy)pentadeca-3,7,13-trien-5-yn-1-yl)oxazole-4-carboxylate CO[C@H](CC=1OC=C(N1)C(=O)OC)\C=C\C#C\C=C/C[C@@H](C([C@H](\C=C\C)OCOC)(C)C)O[Si](CC)(CC)CC